FC1=C(CN2C(N(C(C3=C2SC(=C3CN(C)C)C3=CC=C(C=C3)NC(=O)NOC)=O)C=3N=NC(=CC3)OC)=O)C(=CC=C1)F N-[4-[1-(2,6-difluorobenzyl)-5-[(dimethylamino)methyl]-3-(6-methoxypyridazin-3-yl)-2,4-dioxo-1,2,3,4-tetrahydrothieno[2,3-d]pyrimidin-6-yl]phenyl]-N'-methoxyurea